CC1=C(C=CC=C1NC(=O)N(C)C)NC(=O)N(C)C 1,1'-(methyl-1,3-phenylene)bis(3,3'-dimethylurea)